(7S)-N-(2-amino-3-fluoro-4-((4-hydroxybenzyl)amino)phenyl)-7,8-difluorooctanamide NC1=C(C=CC(=C1F)NCC1=CC=C(C=C1)O)NC(CCCCC[C@@H](CF)F)=O